C(C=C)(=O)N1[C@H](CN(CC1)C1=NC(=NC=2C[C@H](CCC12)N1CCC2=CC=CC=C12)N1CC(C1)OC)CC#N 2-((S)-1-Acryloyl-4-((S)-7-(indolin-1-yl)-2-(3-methoxyazetidin-1-yl)-5,6,7,8-tetrahydroquinazolin-4-yl)piperazin-2-yl)acetonitrile